BrC1=C(C(=CC=C1)Cl)N1C=2N(C3=C(C1=O)C=NC(=N3)NC3=CC(=C(C=C3)N3CCN(CC3)C)C)CCN2 6-(2-bromo-6-chlorophenyl)-2-((3-methyl-4-(4-methylpiperazin-1-yl)phenyl)amino)-8,9-dihydroimidazo[1,2-a]pyrimido[5,4-e]pyrimidin-5(6H)-one